C(C)C1=C(C=C(C2=CC=CC(=C12)OCC1=CC=CC=C1)OC(C)=O)C(=O)OC(CN)CCCC Monon-butyl-ethanolamine Ethyl-4-acetoxy-8-(benzyloxy)-2-naphthoate